ClC1=CN=C(S1)C1=CC(=CC(=N1)NC1=CC2=C(C=N1)N(C(N2[C@H]2C[C@@](CC2)(C)NC(C)=O)=O)C([2H])([2H])[2H])C(C)(C)O N-((1S,3R)-3-(6-((6-(5-Chlorothiazol-2-yl)-4-(2-hydroxypropan-2-yl)pyridin-2-yl)amino)-3-(methyl-d3)-2-oxo-2,3-dihydro-1H-imidazo[4,5-c]pyridin-1-yl)-1-methylcyclopentyl)acetamide